N-[4-(2-amino-5-methyl-1,3-thiazol-4-yl)-2-methylphenyl]acetamide NC=1SC(=C(N1)C1=CC(=C(C=C1)NC(C)=O)C)C